(S)-N-(6-(4-(1-naphthoyl)piperazin-1-yl)-5-(2-(3-chlorophenyl)acetamido)-6-oxohexyl)acrylamide C1(=CC=CC2=CC=CC=C12)C(=O)N1CCN(CC1)C([C@H](CCCCNC(C=C)=O)NC(CC1=CC(=CC=C1)Cl)=O)=O